4-(1-cyclopropyl-4-methyl-2-(4-(methylsulfonyl)phenyl)-1H-benzo[D]imidazol-6-yl)benzaldehyde C1(CC1)N1C(=NC2=C1C=C(C=C2C)C2=CC=C(C=O)C=C2)C2=CC=C(C=C2)S(=O)(=O)C